(R)-4-(5-isopropyl-1-(1H-pyrazol-3-yl)-4,5-dihydro-3H-2,2a,5,8-tetraazaacenaphthene-7-yl)-3-methylmorpholine C(C)(C)N1CCN2NC(C=3N=C(C=C1C32)N3[C@@H](COCC3)C)C3=NNC=C3